N-{2-[(2R)-1-methylpyrrolidin-2-yl]-1H-pyrrolo[3,2-c]pyridin-6-yl}-3-(oxetan-3-yl)imidazo[1,5-a]pyridine-7-carboxamide CN1[C@H](CCC1)C1=CC=2C=NC(=CC2N1)NC(=O)C1=CC=2N(C=C1)C(=NC2)C2COC2